4-cyclopropyl-6-(2-methyl-2H-pyrazolo[3,4-b]pyridin-5-yl)thieno[2,3-b]pyridine-2-carbaldehyde C1(CC1)C1=C2C(=NC(=C1)C1=CC=3C(N=C1)=NN(C3)C)SC(=C2)C=O